C(C)(C)OB(OC(C)C)OC(C)C.[Li] lithium TriIsopropyl-Borate Salt